FC1=CC=C(C=C1)C=1C=C2C(=NC=NC2=C(C1)OC)NCC1=NNC(N1)=O 3-[[[6-(4-fluorophenyl)-8-methoxy-quinazolin-4-yl]amino]methyl]-1,4-dihydro-1,2,4-triazol-5-one